2-(4-methyl-piperazin-1-yl)-acetamide CN1CCN(CC1)CC(=O)N